C(C)C(C(=O)[O-])CCCC.C(C)C(C(=O)[O-])CCCC.[Zr+2] zirconium bis(2-ethyl hexanoate)